6-(1,4-Dimethyl-1H-1,2,3-triazol-5-yl)-1-methyl-4-(phenyl-(tetrahydro-2H-pyran-4-yl)methyl)-1,4-dihydropyrazolo[3',4':4,5]pyrido[3,2-b]pyridine-3-carbonyl chloride CN1N=NC(=C1C=1C=2C(N=CC1)=C1C(C(N2)C(C2CCOCC2)C2=CC=CC=C2)=C(NN1C)C(=O)Cl)C